(Z)-1-(4-methyl-2,5-difluorophenyl)-3-(dimethylamino)but-2-en-1-one CC1=CC(=C(C=C1F)C(\C=C(\C)/N(C)C)=O)F